ClC1=CC(=C(CC2=CC3=C(NC2=O)C(CN3C(CN3[C@H](CN[C@@H](C3)C)CN3CC(OCC3)C(=O)N)=O)(C)C)C=C1)C#N 4-(((2r,5r)-1-(2-(6-(4-chloro-2-cyanobenzyl)-3,3-dimethyl-5-oxo-2,3,4,5-tetrahydro-1H-pyrrolo[3,2-b]pyridin-1-yl)-2-oxoethyl)-5-methylpiperazin-2-yl)methyl)morpholine-2-carboxamide